1,1,1,3,3,3-hexafluoropropan-2-yl 1-(3-morpholinyl-4-(trifluoromethyl) benzyl)-1,8-diazaspiro[4.5]decane-8-carboxylate N1(CCOCC1)C=1C=C(CN2CCCC23CCN(CC3)C(=O)OC(C(F)(F)F)C(F)(F)F)C=CC1C(F)(F)F